3-cyclopentyl-1-methyl-N-[2-(1-methylpyrrolidin-2-yl)imidazo[1,2-a]pyridin-6-yl]-1H-indazole-5-carboxamide C1(CCCC1)C1=NN(C2=CC=C(C=C12)C(=O)NC=1C=CC=2N(C1)C=C(N2)C2N(CCC2)C)C